5-(4-amino-2,6-dichloro-phenoxy)-3,3-dimethyl-indolin-2-one NC1=CC(=C(OC=2C=C3C(C(NC3=CC2)=O)(C)C)C(=C1)Cl)Cl